3-{(1-ethoxy)ethoxy}propyl-lithium C(C)OCCOCCC[Li]